Methyl (E)-2-hydroxy-5-(5-(3-(4-iodophenyl)-3-oxoprop-1-en-1-yl)furan-2-yl)benzoate OC1=C(C(=O)OC)C=C(C=C1)C=1OC(=CC1)\C=C\C(=O)C1=CC=C(C=C1)I